(S)-4-((5-(1-amino-2-(thiazol-4-yl)ethyl)-1,2,4-oxadiazol-3-yl)methyl)-N-hydroxybenzamide 2,2,2-trifluoroacetate FC(C(=O)O)(F)F.N[C@@H](CC=1N=CSC1)C1=NC(=NO1)CC1=CC=C(C(=O)NO)C=C1